4-(4-(4-(2-aminoacetyl)piperazin-1-yl)phenylamino)-2-phenylpyrimidino[4,5-d]pyridazin-5(6H)-one NCC(=O)N1CCN(CC1)C1=CC=C(C=C1)NC1=NC(=NC=2C=NNC(C21)=O)C2=CC=CC=C2